C[C@@]12CCC[C@H]1C1=CC=C3CCCC[C@]3(C)[C@H]1CC2 androsta-5,7-dien